N[C@H](C(=O)N1CC(CC1)(F)F)CO (S)-2-amino-1-(3,3-difluoropyrrolidin-1-yl)-3-hydroxypropan-1-one